(2R,4R)-6-chloro-4-hydroxy-N-[3-(4-{[2-(trifluoromethoxy)ethyl]amino}-1H-pyrazol-1-yl)bicyclo[1.1.1]pentan-1-yl]-3,4-dihydro-2H-1-benzopyran-2-carboxamide ClC=1C=CC2=C([C@@H](C[C@@H](O2)C(=O)NC23CC(C2)(C3)N3N=CC(=C3)NCCOC(F)(F)F)O)C1